4-fluoropyrrolidine-2-carboxylic acid methyl ester COC(=O)C1NCC(C1)F